N-(1-(2-(((1H-pyrrolo[3,2-c]pyridine-2-yl)methyl)amino)-2-oxoethyl)-2-methyl-6-oxo-1,6-dihydropyrimidin-5-yl)-2-phenyloxazole-4-carboxamide N1C(=CC=2C=NC=CC21)CNC(CN2C(=NC=C(C2=O)NC(=O)C=2N=C(OC2)C2=CC=CC=C2)C)=O